(S)-N-(3-(3-((2,6-Dioxopiperidin-3-yl)amino)phenyl)prop-2-yn-1-yl)-5-(8-(7-isopropyl-1,3-dimethyl-2-oxo-2,3-dihydro-1H-benzo[d]imidazol-5-yl)isoquinolin-3-yl)-3-methylpicolinamide O=C1NC(CC[C@@H]1NC=1C=C(C=CC1)C#CCNC(C1=NC=C(C=C1C)C=1N=CC2=C(C=CC=C2C1)C1=CC2=C(N(C(N2C)=O)C)C(=C1)C(C)C)=O)=O